NC1=C(C=C(C=C1)C1=CC(=C(C=C1)NC(OC(C)(C)C)=O)C)C Tert-butyl (4'-amino-3,3'-dimethyl-[1,1'-biphenyl]-4-yl)carbamate